2-fluoro-1-((3-fluorobenzyl)oxy)-4-nitrobenzene FC1=C(C=CC(=C1)[N+](=O)[O-])OCC1=CC(=CC=C1)F